Tert-Butyl 3-[4-(4-cyclopropylpyrimidin-2-yl)oxyphenyl]azetidine-1-carboxylate C1(CC1)C1=NC(=NC=C1)OC1=CC=C(C=C1)C1CN(C1)C(=O)OC(C)(C)C